CC1=C(C=CC=C1C1=CC=NC=C1)CO (2-methyl-3-(pyridin-4-yl)phenyl)methanol